BrC=1C=CC=2C(NC(C3=CC=CC1C23)=O)=O 6-bromo-1,3-dioxo-1H-benzo[de]isoquinolin